Di-tert-butyl [(1R)-1-(2-bromo-5-chlorophenyl)ethyl]imidodicarbonate BrC1=C(C=C(C=C1)Cl)[C@@H](C)N(C(=O)OC(C)(C)C)C(=O)OC(C)(C)C